N-(1-methyl-propyl)glycine CC(CC)NCC(=O)O